C(C)(C)(C)OC(=O)NC1=C(C=C(C=C1)C(C(=O)OCC)N(CC1=CC=CC=C1)CC1=CC=CC=C1)F ethyl 2-(4-((tert-butoxycarbonyl)amino)-3-fluorophenyl)-2-(dibenzylamino)acetate